2,6-dimethoxy-4-(5-phenyl-4-(thiophen-2-yl)-1H-imidazol-2-yl)phenol COC1=C(C(=CC(=C1)C=1NC(=C(N1)C=1SC=CC1)C1=CC=CC=C1)OC)O